C(C)(C)C1=NN=C2N1N=C(C=C2NCC2=C(C=CC=C2)O)NC2CCOCC2 2-[[[3-isopropyl-6-(tetrahydropyran-4-ylamino)-[1,2,4]triazolo[4,3-b]pyridazin-8-yl]amino]methyl]phenol